tert-Butyl 3-(4-(2-(((benzyloxy)carbonyl)amino)ethyl) phenyl)-6,7-dihydropyrazolo[1,5-a]pyrazine-5(4H)-carboxylate C(C1=CC=CC=C1)OC(=O)NCCC1=CC=C(C=C1)C=1C=NN2C1CN(CC2)C(=O)OC(C)(C)C